OCCC1=CC=C(C=C1)N1C(NC(CC1)=O)=O 1-(4-(2-hydroxyethyl)phenyl)dihydropyrimidine-2,4(1H,3H)-dione